4,5-dicarboxylmethoxy-1,3-dioxolane C(=O)(O)COC1OCOC1OCC(=O)O